ClC1=C(C(=O)OC2=CC(=NN2C)C)C=CC(=C1COC)S(=O)(=O)C (1,3-dimethylpyrazol-5-yl) 2-chloro-3-methoxymethyl-4-methylsulfonylbenzoate